(E)-N-(4-((3-chloro-4-(pyridin-2-ylmethoxy)phenyl)amino)-5-phenylquinazolin-6-yl)-4-(dimethylamino)but-2-enamide ClC=1C=C(C=CC1OCC1=NC=CC=C1)NC1=NC=NC2=CC=C(C(=C12)C1=CC=CC=C1)NC(\C=C\CN(C)C)=O